BrC=1C=C(C(=NC1)C=O)N1CCN(CC1)C(C)C 5-bromo-3-(4-isopropylpiperazin-1-yl)pyridinecarbaldehyde